4-(4-(((S)-1-(((S,E)-5-carboxy-2-methylhex-4-en-3-yl)(methyl)amino)-3,3-dimethyl-1-oxabutan-2-yl)amino)-2-methyl-3-(methylamino)-4-oxobutan-2-yl)benzoic acid C(=O)(O)/C(=C/[C@H](C(C)C)N(O[C@@H](C(C)(C)C)NC(C(C(C)(C)C1=CC=C(C(=O)O)C=C1)NC)=O)C)/C